FC1=C(C=C(C=C1)NC(OC(C)(C)C)=O)O tert-butyl N-(4-fluoro-3-hydroxyphenyl)carbamate